C12C(CC(C=C1)C2)COC(=O)C2=CC=C(C=C2)C2=CC=CC=C2 Bicyclo[2.2.1]hept-5-en-2-ylmethyl[1,1'-biphenyl]-4-carboxylat